3-(4-Fluorobenzylidene)piperidine-1-carboxylic acid tert-butyl ester C(C)(C)(C)OC(=O)N1CC(CCC1)=CC1=CC=C(C=C1)F